1-(4-(7-(difluoromethyl)-6-(1-methyl-1H-pyrazol-4-yl)-3,4-dihydro-quinolin-1(2H)-yl)-6-(4-hydroxycyclohex-1-en-1-yl)isoindol-2-yl)ethan-1-one FC(C1=C(C=C2CCCN(C2=C1)C=1C2=CN(C=C2C=C(C1)C1=CCC(CC1)O)C(C)=O)C=1C=NN(C1)C)F